CC(CO)(\C=C\C)C (E)-2,2-dimethyl-3-penten-1-ol